2-[(cyclohexylmethyl)({4-[4-(methylsulfonyl)phenyl]phenyl}methyl)amino]pyrimidine-4-carbonitrile C1(CCCCC1)CN(C1=NC=CC(=N1)C#N)CC1=CC=C(C=C1)C1=CC=C(C=C1)S(=O)(=O)C